O=C1CC(N(C2=C(N1)C1=CC=CC=C1C(=C2)C#CC=2C=NC=CC2)C=2C=C(C#N)C=CC2)=O 3-(2,4-Dioxo-7-(pyridin-3-ylethynyl)-1,2,3,4-tetrahydro-5H-naphtho[1,2-b][1,4]diazepin-5-yl)benzonitrile